C1=CC(=CC=2OC3=C(C21)C=CC(=C3)C=O)C=O dibenzo[b,d]furan-3,7-dicarboxaldehyde